diallylbis(β-hydroxyethyl)ammonium chloride [Cl-].C(C=C)[N+](CCO)(CCO)CC=C